N-(6-(1-cyanospiro[2.2]pentan-1-yl)isoquinolin-3-yl)-5-oxaspiro[2.4]heptane-1-carboxamide C(#N)C1(CC12CC2)C=2C=C1C=C(N=CC1=CC2)NC(=O)C2CC21COCC1